(3S,4S)-4-(4-(4-(dimethoxymethyl)piperidin-1-yl)phenyl)-3-isopropylisochroman-7-ol COC(C1CCN(CC1)C1=CC=C(C=C1)[C@@H]1[C@@H](OCC2=CC(=CC=C12)O)C(C)C)OC